N-(tert-butyl)-3-((13S,15R)-4-fluoro-13-methyl-17-oxo-7,8,9,11,12,13,14,15,16,17-decahydro-6H-cyclopenta[a]phenanthren-15-yl)propanamide C(C)(C)(C)NC(CC[C@H]1C2C3CCC=4C(=CC=CC4C3CC[C@@]2(C(C1)=O)C)F)=O